ClC=1C=C2C(=NC(N(C2=CC1C1=C2C=NNC2=CC=C1C)C1=C(C=CC=C1)C(C)C)=O)N1CCN(CC1)C(C=C)=O 6-chloro-7-(5-methyl-1H-indazol-4-yl)-1-(2-(2-propanyl)phenyl)-4-(4-(2-propenoyl)-1-piperazinyl)-2(1H)-quinazolinone